(S)-N-(4-([1,2,4]triazolo[4,3-c]pyrimidin-7-yloxy)-3-methylphenyl)-5-((3,3-difluoro-1-methylpiperidin-4-yl)oxy)-6-isopropoxyquinazolin-4-amine N=1N=CN2C=NC(=CC21)OC2=C(C=C(C=C2)NC2=NC=NC1=CC=C(C(=C21)O[C@@H]2C(CN(CC2)C)(F)F)OC(C)C)C